(4-chloro-3-cyano-7-ethoxy-2-methylquinolin-6-yl)acetamide ClC1=C(C(=NC2=CC(=C(C=C12)CC(=O)N)OCC)C)C#N